FC(\C=C\C(C(F)(F)F)(C(F)(F)F)F)(F)F (2E)-1,1,1,4,5,5,5-heptafluoro-4-trifluoromethyl-2-pentene